1-[5-chloro-2-(2-fluoro-4-pyridinyl)-6-oxo-1H-pyrimidin-4-yl]-1,4-diazepan-6-one ClC1=C(N=C(NC1=O)C1=CC(=NC=C1)F)N1CCNCC(C1)=O